ClC1=NC=C(C=C1C(F)(F)F)C#C[Si](C)(C)C 2-chloro-3-(trifluoromethyl)-5-[(trimethylsilyl)ethynyl]pyridine